di[1,3-dimethyl-3-(tertbutylperoxy)butyl] carbonate C(OC(CC(C)(OOC(C)(C)C)C)C)(OC(CC(C)(OOC(C)(C)C)C)C)=O